N4-[5-[2-(2-amino-3-pyridyl)-5-phenyl-imidazo[4,5-b]pyridin-3-yl]-2-pyridyl]piperidine-1,4-dicarboxamide NC1=NC=CC=C1C1=NC=2C(=NC(=CC2)C2=CC=CC=C2)N1C=1C=CC(=NC1)NC(=O)C1CCN(CC1)C(=O)N